2-(4,4-Difluoro-5-methylpiperidin-3-yl)isoindoline-1,3-dione FC1(C(CNCC1C)N1C(C2=CC=CC=C2C1=O)=O)F